2-fluoro-6-(trifluoromethyl)benzaldehyde fluorine [F].FC1=C(C=O)C(=CC=C1)C(F)(F)F